3-(difluoromethyl)-1-methyl-N-[(3R)-1,1,3-trimethylindan-4-yl]pyrazole-4-carboxamide FC(C1=NN(C=C1C(=O)NC1=C2[C@@H](CC(C2=CC=C1)(C)C)C)C)F